CC(C)(C)OC(=O)N[C@H]1CC[C@H](C1)C(=O)O (1S,3R)-(+)-3-(Boc-amino)cyclopentanecarboxylic acid